(5-(2-(tert-butyl)pyrimidin-4-yl)-4-methylthiazol-2-yl)pyrrolidine-1,2-dicarboxamide C(C)(C)(C)C1=NC=CC(=N1)C1=C(N=C(S1)C1(N(CCC1)C(=O)N)C(=O)N)C